Tert-butyl 3-methoxy-4-((6-methylpyridin-3-yl)methoxy)benzylcarbamate COC=1C=C(CNC(OC(C)(C)C)=O)C=CC1OCC=1C=NC(=CC1)C